3-(4-hydroxyphenyl)-4-(4-hydroxy-3-methylphenyl)-8-methylchroman-7-ol OC1=CC=C(C=C1)C1COC2=C(C(=CC=C2C1C1=CC(=C(C=C1)O)C)O)C